2-((3-oxo-3-(3-(trifluoromethyl)-6a,7,9,10-tetrahydropyrazino[1,2-d]pyrido[3,2-b][1,4]thiazin-8(6H)-yl)propoxy)methyl)azetidin O=C(CCOCC1NCC1)N1CC2N(C3=C(SC2)C=C(C=N3)C(F)(F)F)CC1